OC[C@H](C1=CC=CC=C1)NC1=CC(=NC=C1C1=NC(=NO1)C12CCN(CC1)CC2)NC=2C=C1C(OC(C1=CC2)O)(C)C 5-((4-(((S)-2-hydroxy-1-phenylethyl)amino)-5-(3-(quinuclidin-4-yl)-1,2,4-oxadiazol-5-yl)pyridin-2-yl)amino)-3,3-dimethyl-1,3-dihydroisobenzofuran-1-ol